C(C)(C)(C)OC(=O)N1CC[C@@H](CCC1)C=1C=CC=2N=CN=C(C2N1)NC1=C(C(=C(C=C1)OC1=CC=2N(C=C1)N=CN2)C)F.C(CCC)OCCOCC |r| 2-(2-butoxyethoxy)ethane rac-tert-butyl-(R)-4-(4-((4-([1,2,4]triazolo[1,5-a]pyridin-7-yloxy)-2-fluoro-3-methylphenyl)amino)pyrido[3,2-d]pyrimidin-6-yl)azepane-1-carboxylate